C(C)(C)(C)OC(=O)N1C2CN(CC1CC2)C2=NC(=NC1=C(C(=C(C=C21)C(F)(F)F)C2=CC=C(C=1SC(=C(C12)C#N)N)F)F)OCC(OC)OC tert-butyl-3-(7-(2-amino-3-cyano-7-fluorobenzo[b]thiophen-4-yl)-2-(2,2-dimethoxyethoxy)-8-fluoro-6-(trifluoromethyl)quinazolin-4-yl)-3,8-diazabicyclo[3.2.1]octane-8-carboxylate